tert-butyl ((S)-(7-((S*)-1-((3-amino-2,2-difluoropropyl)amino)ethyl)imidazo[1,2-b]pyridazin-2-yl)(4,4-difluorocyclohexyl)methyl)carbamate NCC(CN[C@@H](C)C1=CC=2N(N=C1)C=C(N2)[C@H](C2CCC(CC2)(F)F)NC(OC(C)(C)C)=O)(F)F |o1:5|